4,4''-bis(3,6-dimethyl-9H-carbazol-9-yl)-6'-(4,6-diphenyl-1,3,5-triazin-2-yl)-2',5'-bis(3-phenyl-9H-carbazol-9-yl)-[1,1':3',1''-terphenyl]-4'-carbonitrile CC=1C=CC=2N(C3=CC=C(C=C3C2C1)C)C1=CC=C(C=C1)C1=C(C(=C(C(=C1C1=NC(=NC(=N1)C1=CC=CC=C1)C1=CC=CC=C1)N1C2=CC=CC=C2C=2C=C(C=CC12)C1=CC=CC=C1)C#N)C1=CC=C(C=C1)N1C2=CC=C(C=C2C=2C=C(C=CC12)C)C)N1C2=CC=CC=C2C=2C=C(C=CC12)C1=CC=CC=C1